C(C)(C)C1=C(C(=CC(=C1)C(C)C)C(C)C)C1C(CCC(C1)C1CCCCC1)C1C(CC(CC1)C1CCCCC1)C1=C(C=C(C=C1C(C)C)C(C)C)C(C)C 2'',3'-bis(2,4,6-triisopropylphenyl)-[1,1':4',1'':4'',1'''-quatercyclohexan]